COC=1C=C(C=C2C=CC=NC12)C(=O)NC[C@](C(F)(F)F)(O)C=1C=C2C(=C(N1)C1=CC=C(C=C1)F)OC[C@@]2(N2C=NN=C2)C 8-methoxy-N-((S)-3,3,3-trifluoro-2-((R)-7-(4-fluorophenyl)-3-methyl-3-(4H-1,2,4-triazol-4-yl)-2,3-dihydrofuro[2,3-c]pyridin-5-yl)-2-hydroxypropyl)quinoline-6-carboxamide